ClC1=NC(=NC(=N1)OCCC1(N=N1)C)OCCC1(N=N1)C 2-Chloro-4,6-bis(2-(3-methyl-3H-diazirine-3-yl)ethoxy)-1,3,5-triazine